C(C=C)(=O)N1CC(CC1)C=1C=C(C=C2C=NC=NC12)C1=C(C=C(C(=O)NC2=NC=CC=C2)C=C1)Cl 4-(8-(1-acryloylpyrrolidin-3-yl)quinazolin-6-yl)-3-chloro-N-(pyridin-2-yl)benzamide